C(C)(=O)OC1CC2C3CCC4CC(CCC4C3CCC2C1)NC(=O)OCCN1CCCC1 3-(((2-(pyrrolidin-1-yl)ethoxy)carbonyl)amino)hexadecahydro-1H-cyclopenta[a]phenanthren-16-yl acetate